[Ru+2].N1=C(C=CC=C1)C1=NC=CC=C1.N1=C(C=CC=C1)C1=NC=CC=C1 Bis(bipyridine) ruthenium (II)